FC(C)(F)C1=C(O[C@H](C(=O)OC)C)C=CC(=C1)C#C methyl (S)-2-(2-(1,1-difluoroethyl)-4-ethynylphenoxy)propanoate